C(CCC)(Cl)Cl butylidene chloride